ClC1=CC=C(C=C1)CN1C(CCC1=O)CC(=O)NS(N(C)C)(=O)=O 2-[1-[(4-chlorophenyl)methyl]-5-oxopyrrolidin-2-yl]-N-(dimethylsulfamoyl)acetamid